Methyl (E)-4-[3-(3-chloro-10,11-dihydro-5H-dibenzo[b,f]azepin-5-yl)propyl-methylamino]but-2-enoate ClC=1C=CC2=C(N(C3=C(CC2)C=CC=C3)CCCN(C/C=C/C(=O)OC)C)C1